(S)-nitrogen-(1-(2-chloro-5-(3-(pyrazine-4-yl)-1H-7-azaindazol-5-yl)pyridine-3-yl)propyl)-9H-purine-6-amine salt ClC1=NC=C(C=C1C(CC)C1=NC(=C2N=CNC2=N1)N)C=1C=C2C(=NNC2=NC1)N1CC=NC=C1.[N]